C(C)(=O)C=1C=CC(=NC1)N1C(N2N(CC=C3C2C=2C=CC(=CC2OC3(C)C)O)C1=O)=O 2-(5-acetylpyridin-2-yl)-10-hydroxy-7,7-dimethyl-5,12b-dihydro-1H,7H-chromeno[4,3-c][1,2,4]triazolo[1,2-a]pyridazine-1,3(2H)-dione